C(C(C)C)(=O)OC1=CC(=CC(=C1)/C=N/C(C(C)C)O)Br (E)-3-bromo-5-((1-hydroxy-2-methylprop-ylimino)methyl)phenyl isobutyrate